C(C)O[Si](OCC)(OCC)CCCC1C(=O)OC(C1)=O (triethoxysilylpropyl)succinic anhydride